C1(=CC=CC=C1)[C@H]1CN(CC12CCC2)C(=O)C2=NC=CC(N2)=O (R)-2-[8-phenyl-6-azaspiro[3.4]octane-6-carbonyl]-3H-pyrimidin-4-one